CC(CS)C 2-methyl-1-propanethiol